ClC1=C(C(=C(C=C1OC)OC)Cl)C1=CC2=C(N=C(N=C2)N[C@@H]2COCC[C@@H]2NC(C=C)=O)C(=N1)NCCC1=CC=CC=C1 N-((3S,4S)-3-((6-(2,6-dichloro-3,5-di-methoxyphenyl)-8-(phenethylamino)pyrido[3,4-d]pyrimidin-2-yl)amino)tetra-hydro-2H-pyran-4-yl)acrylamide